C(CCC)OC(C(=O)O)C butoxypropanoic acid